C(C)(C)(C)C1NCC12CC(C2)N2N=C(C(=C2)C2CC2)C2=C(C=CC=C2)C(F)(F)F tert-butyl-6-(4-cyclopropyl-3-(2-(trifluoromethyl)phenyl)-1H-pyrazol-1-yl)-2-azaspiro[3.3]heptane